BrC1=C(C(=O)O)C=CC(=C1)CO.C(C1=CC=CC=C1)OC1=CC(=C(C(=O)OC)C=C1)Br Methyl 4-(benzyloxy)-2-bromobenzoate 2-bromo-4-hydroxymethylbenzoate